(S)-6-(1-amino-1,3-dihydrospiro[indene-2,4'-piperidin]-1'-yl)-3-(1-(6-chloropyridazin-3-yl)cyclopropyl)-1,5-dihydro-4H-pyrazolo[3,4-d]pyrimidin-4-one N[C@@H]1C2=CC=CC=C2CC12CCN(CC2)C=2NC(C1=C(N2)NN=C1C1(CC1)C=1N=NC(=CC1)Cl)=O